C(C)OC(=O)NC1=CC=C(C(=C1C(=O)O)OCC1(COC1)C)C 6-((Ethoxycarbonyl)amino)-3-methyl-2-((3-methyloxetan-3-yl)methoxy)-benzoic acid